4-(2,4-difluorobenzyl)-6,7,8,9-tetrahydroimidazo[1,2-a]pyrido[3,4-e]pyrimidin-5(4H)-one FC1=C(CN2C=3N(C4=C(C2=O)CNCC4)C=CN3)C=CC(=C1)F